(2R,4R)-1-(3-chloro-2,6-difluorobenzyl)-4-((3-fluoro-4-methyl-6-((5-methyl-1H-pyrazol-3-yl)amino)pyridin-2-yl)methyl)-2-methylpiperidine-4-carboxylic acid ClC=1C(=C(CN2[C@@H](C[C@@](CC2)(C(=O)O)CC2=NC(=CC(=C2F)C)NC2=NNC(=C2)C)C)C(=CC1)F)F